3-(7-(3-aminoazetidin-1-yl)-5-fluoro-2,3-dihydrobenzofuran-4-yl)piperidine-2,6-dione NC1CN(C1)C1=CC(=C(C=2CCOC21)C2C(NC(CC2)=O)=O)F